ClC1=CC=C(C=C1)C1=CC=CC=C1 4'-chloro-biphenyl